N-[(4,5-dibromo-3-methyl-2-thienyl)thiocarbonyl]valine ethyl ester C(C)OC([C@@H](NC(=S)C=1SC(=C(C1C)Br)Br)C(C)C)=O